O1CCN(CC1)CC1=CC=C(COC2=C3CN(C(C3=CC=C2)=O)C2C(NC(CC2)=O)=O)C=C1 3-(4-((4-(morpholinomethyl)benzyl)oxy)-1-oxoisoindolin-2-yl)piperidine-2,6-dione